N1=CC(=CC2=CC=CC=C12)C(CC(=O)O)C1CN(C1)CCCCC1=NC=2NCCCC2C=C1 3-(quinolin-3-yl)-3-(1-(4-(5,6,7,8-tetrahydro-1,8-naphthyridin-2-yl)butyl)azetidin-3-yl)propionic acid